5-{[3-(5-{[(oxan-4-yl)amino]methyl}-1-(2,2,2-trifluoroethyl)-1H-indol-2-yl)prop-2-yn-1-yl]amino}-N-(pyridin-4-yl)pyridine-2-carboxamide O1CCC(CC1)NCC=1C=C2C=C(N(C2=CC1)CC(F)(F)F)C#CCNC=1C=CC(=NC1)C(=O)NC1=CC=NC=C1